C(C)OP(OCC)(=O)C1=CC=C(C=C1)C1=NC2=C(N1C)C=C(C=C2C)C2CCN(CC2)C2CCN(CC2)C(C)C (4-(6-(1'-isopropyl-[1,4'-bipiperidin]-4-yl)-1,4-dimethyl-1H-benzo[d]imidazol-2-yl)phenyl)phosphonic acid diethyl ester